OC(CO)C1=CC=CC(=N1)C1=CC=C(OC=2C=CC(=C(C#N)C2)C(F)(F)F)C=C1 5-(4-(6-(1,2-Dihydroxyethyl)pyridin-2-yl)phenoxy)-2-(trifluoromethyl)benzonitril